4-(2-(difluoromethyl)-1H-benzo[d]imidazol-1-yl)-N-(2-methyl-1-(2-(1-methylpiperidin-4-yl)phenyl)propan-2-yl)-6-morpholino-1,3,5-triazin-2-amine FC(C1=NC2=C(N1C1=NC(=NC(=N1)N1CCOCC1)NC(CC1=C(C=CC=C1)C1CCN(CC1)C)(C)C)C=CC=C2)F